ClC=1C=C(OC2C3=C(C=4N(CC2)N=NC4C)C=CC(=C3)C=3CCN(CC3)C(C)=O)C=CC1 1-(4-(7-(3-chlorophenoxy)-1-methyl-6,7-dihydro-5H-benzo[c][1,2,3]triazolo[1,5-a]azepin-9-yl)-3,6-dihydropyridin-1(2H)-yl)ethan-1-one